FC(C(C(C(C(C(C(C(F)(F)F)(F)F)(F)F)(F)F)(F)F)(F)F)(F)F)(S(=O)(=O)[O-])F.C(CCC)OC1=CC=C(C2=CC=CC=C12)[S+]1CCCC1 1-(4-n-butoxynaphthalen-1-yl)tetrahydrothiophenium perfluoro-n-octanesulfonate